N1C=CC=2C1=NC=C(C2)C2=CC=C(C=C2)S(=O)(=O)N2CCC(CC2)NC2=NC=C(C=C2)C(F)(F)F N-(1-((4-(1H-pyrrolo[2,3-b]pyridin-5-yl)phenyl)sulfonyl)piperidin-4-yl)-5-(trifluoromethyl)pyridin-2-amine